BrC=1C(=C(C=C(C1)C)N1C(CN(CC1)C(=O)OC(C)(C)C)=O)[N+](=O)[O-] 2-methylpropan-2-yl 4-(3-bromo-5-methyl-2-nitrophenyl)-3-oxopiperazine-1-carboxylate